N1C=CC=2C1=NC=C(C2)OC2=C(C(=O)O)C=CC(=C2)N2CCN(CC2)CC2=C(CC1(CCC1)CC2)C21CC(C2)(C1)C(F)F 2-((1H-pyrrolo[2,3-b]pyridin-5-yl)oxy)-4-(4-((6-(3-(difluoromethyl)bicyclo[1.1.1]pentan-1-yl)spiro[3.5]non-6-en-7-yl)methyl)piperazin-1-yl)benzoic acid